tert-butyl 6-(1-((7-fluoro-2-methyl-2H-indazol-5-yl)carbamoyl)-2,3-dihydro-1H-pyrrolo[2,3-b]pyridin-4-yl)-2,6-diazaspiro[3.3]heptane-2-carboxylate FC1=CC(=CC2=CN(N=C12)C)NC(=O)N1CCC=2C1=NC=CC2N2CC1(CN(C1)C(=O)OC(C)(C)C)C2